2-(Benzo[d][1,3]dioxolan-5-yl)ethan-1-ol O1COC2=C1C=CC(=C2)CCO